5-(4-(2-oxa-6-azaspiro[3.3]heptan-6-yl)phenyl)-2-amino-N-((3r,6s)-6-(hydroxymethyl)tetrahydro-2H-pyran-3-yl)nicotinamide C1OCC12CN(C2)C2=CC=C(C=C2)C=2C=NC(=C(C(=O)N[C@H]1CO[C@@H](CC1)CO)C2)N